COC1=C2C=C(NC2=CC=C1)C(=O)N[C@@H](CC(C)C)C(NN(C(C(F)Cl)=O)CCC(=O)N)=O 4-Methoxy-N-[(1S)-1-[[(3-amino-3-oxo-propyl)-(2-chloro-2-fluoro-acetyl)amino]carbamoyl]-3-methyl-butyl]-1H-indole-2-carboxamide